1-((1r,4r)-4-((2-methoxyethyl)amino)cyclohexyl)-3-(4-(1-methyl-1H-pyrazol-4-yl)pyridin-2-yl)urea COCCNC1CCC(CC1)NC(=O)NC1=NC=CC(=C1)C=1C=NN(C1)C